NC1=C2C(N=CN1NC1=CC=C(C=C1)F)=NN=C2 4-amino-5-(4-fluorophenylamino)-pyrazolo[3,4-d]pyrimidine